C(O)([O-])=O.[K+] Kalium hydrogen-Carbonat